methyl 3-{[tert-butyl(dimethyl)silyl]oxy}-4-(5-chloro-2-nitrophenyl)butanoate [Si](C)(C)(C(C)(C)C)OC(CC(=O)OC)CC1=C(C=CC(=C1)Cl)[N+](=O)[O-]